FC1=C(C=C(C=N1)C(C)N1N=NC(=C1)C(=O)OCC)C ethyl 1-(1-(6-fluoro-5-methylpyridin-3-yl) ethyl)-1H-1,2,3-triazole-4-carboxylate